2-((5-chloro-1-cyclopropyl-1H-pyrazol-4-yl)amino)-7-(1-(oxetan-3-yl)piperidin-4-yl)quinazoline-6-carbonitrile ClC1=C(C=NN1C1CC1)NC1=NC2=CC(=C(C=C2C=N1)C#N)C1CCN(CC1)C1COC1